tert-butyl (4-(2-amino-5-carbamoyl-1H-benzo[d]imidazol-1-yl)pentyl)carbamate NC1=NC2=C(N1C(CCCNC(OC(C)(C)C)=O)C)C=CC(=C2)C(N)=O